C(C)(C)(C)C=1N=C(C2=C(N1)C(=CC(=N2)C=2C(=NN(C2)CC)C)C(=O)N)N[C@@H]2CNC[C@H](C2)F tert-butyl-6-(1-ethyl-3-methyl-1H-pyrazol-4-yl)-4-(((3S,5S)-5-fluoropiperidin-3-yl)amino)pyrido[3,2-d]pyrimidine-8-carboxamide